ClC1=CC(=C2C=NNC2=C1)C=1N=NN(C1)CC=1N=C2N(C=C(C=C2)CNCC2CCC2)C1 1-[2-[[4-(6-chloro-1H-indazol-4-yl)triazol-1-yl]methyl]imidazo[1,2-a]pyridin-6-yl]-N-(cyclobutylmethyl)methylamine